C(=O)=NC1=C2CNCC2=CC=C1 4-carbonylaminoisoindoline